CC1C(CCC1)=O 2-methylcyclopentan-1-one